FC([C@@H](CC(F)(F)F)NC(N)=O)(F)F 3-[(2R)-1,1,1,4,4,4-hexafluorobutan-2-yl]urea